C(C=C)(=O)O.N[C@@H](C)C(=O)O.N[C@@H](C)C(=O)O dialanine acrylate